N-(3,4-difluorophenyl)-5-(2-(((1R,2S)-2-hydroxycyclopentyl)amino)-2-oxoacetyl)-4-methoxy-1,2-dimethyl-1H-pyrrole-3-carboxamide FC=1C=C(C=CC1F)NC(=O)C1=C(N(C(=C1OC)C(C(=O)N[C@H]1[C@H](CCC1)O)=O)C)C